2-amino-4-[benzyl(methyl)amino]-6-(2-furyl)pyrimidine-5-carboxylic acid NC1=NC(=C(C(=N1)N(C)CC1=CC=CC=C1)C(=O)O)C=1OC=CC1